Cl.C1N(CC12CCNCC2)C=2SC1=C(N2)SC(=N1)C1=CC2=CN(N=C2C(=C1)F)C 5-[5-(2,7-Diazaspiro[3.5]nonan-2-yl)[1,3]thiazolo[5,4-d][1,3]thiazol-2-yl]-7-fluoro-2-methyl-2H-indazol Hydrochlorid